C(C)(C)(C)OC(=O)N1CCN(CC1)C=1C=C(NCCC(=O)O)C=CC1 3-[3-(4-tert-butoxycarbonylpiperazin-1-yl)anilino]propanoic acid